COC(=O)C1(CCC1)N 1-aminocyclobutane-1-carboxylic acid methyl ester